tert-butyl (2-bromo-5-(trifluoromethyl)benzyl)carbamate BrC1=C(CNC(OC(C)(C)C)=O)C=C(C=C1)C(F)(F)F